Cl.O[C@@H]1C[C@H](NC1)C(=O)OCC1C2=CC=CC=C2C=2C=CC=CC12 (9H-fluoren-9-yl)methyl (2S,4R)-4-hydroxypyrrolidine-2-carboxylate hydrochloride